5-(3-(difluoromethyl)imidazo[1,2-a]pyridin-6-yl)-N-(cis-3-methoxycyclobutyl)-7H-pyrrolo[2,3-d]pyrimidin-2-amine FC(C1=CN=C2N1C=C(C=C2)C2=CNC=1N=C(N=CC12)N[C@@H]1C[C@@H](C1)OC)F